2-(chloromethyl)-1-propyl-1H-benzimidazole ClCC1=NC2=C(N1CCC)C=CC=C2